Cl.O[C@H]1[C@@H](CCCC1)NC=1N=NC(=C2C1COCC2)C2=C(C=C(C=C2)OC(F)(F)F)O 2-(4-{[(1R,2R)-2-hydroxycyclohexyl]amino}-7,8-dihydro-5H-pyrano[3,4-d]pyridazin-1-yl)-5-(trifluoromethoxy)phenol monohydrochloride